C(C)N1N=C(C=C1)C[C@H]1COC2=CC(=CC=C2[C@@H]1O)C1=C(C=CC=C1)NS(=O)(=O)C(F)(F)F N-(2-((3S,4R)-3-((1-Ethyl-1H-pyrazol-3-yl)methyl)-4-hydroxychroman-7-yl)phenyl)-1,1,1-trifluoromethansulfonamid